N(=C=O)C1=C(C=CC=C1)C1=C(C=C(C=C1)C)C(=O)C1=CC=CC=C1 (2-isocyanatophenyl-5-methylphenyl)(phenyl)methanone